1-{[(2R,5R)-1-(2-{6-Benzyl-3,3-dimethyl-1H,2H,3H-pyrrolo[3,2-b]pyridin-1-yl}-2-oxoethyl)-5-methylpiperazin-2-yl]methyl}pyrrolidin-2-one dihydrochloride Cl.Cl.C(C1=CC=CC=C1)C=1C=C2C(=NC1)C(CN2C(CN2[C@H](CN[C@@H](C2)C)CN2C(CCC2)=O)=O)(C)C